[Si](C)(C)(C(C)(C)C)OCC(CCCNC=1SC=C(N1)C(=O)OC)OC methyl 2-[[5-[tert-butyl(dimethyl)silyl]oxy-4-methoxy-pentyl]amino]thiazole-4-carboxylate